The molecule is a phenyl acetate obtained by the formal condensation of the carboxy group of acetic acid with the hydroxy group of methyl ferulate. It is a cinnamate ester, a monomethoxybenzene and a member of phenyl acetates. It derives from a ferulic acid. CC(=O)OC1=C(C=C(C=C1)/C=C/C(=O)OC)OC